6-[3-(5-chloro-2-fluoro-phenyl)-1H-pyrazol-4-yl]-N-[2-(4-isopropylpiperazin-1-yl)-2-methyl-propyl]-1,5-naphthyridin-3-amine ClC=1C=CC(=C(C1)C1=NNC=C1C=1N=C2C=C(C=NC2=CC1)NCC(C)(C)N1CCN(CC1)C(C)C)F